ClCC1=C(C=C(C=C1)C)C1=CC=C(C=C1)Cl 2-(chloromethyl)-4'-chloro-5-methyl-1,1'-biphenyl